OCCN1C(CCC1)=O 1-(2-hydroxylethyl)-pyrrolidone